2-hydroxy-3-methylimidazole chloride [Cl-].OC1=NC=CN1C